8Z-Tetradecenol C(=CCCCCCCCCCCCC)O